Tert-butyl (12aR)-9-(2-chloro-6-hydroxyphenyl)-10-fluoro-8-[2-(piperidin-1-yl)ethoxy]-3,4,12,12a-tetrahydro-6H-pyrazino[2,1-c][1,4]benzoxazepine-2(1H)-carboxylate ClC1=C(C(=CC=C1)O)C1=C(C2=C(CN3[C@@H](CO2)CN(CC3)C(=O)OC(C)(C)C)C=C1OCCN1CCCCC1)F